C(#N)C=1C=C(C=CC1)C1=CC(=NC(=N1)NC(C)C)C=1N=NN(C1)CC1=CC=CC(=N1)N1CC(C1)C(=O)O 1-[6-({4-[6-(m-cyanophenyl)-2-(isopropylamino)-4-pyrimidinyl]-1H-1,2,3-triazol-1-yl}methyl)-2-pyridyl]-3-azetidinecarboxylic acid